C(C)(C)(C)OC(=O)N[C@H](C(=O)NC=1SC(=CN1)C(C(=O)O)CC(F)(F)F)C1CCC(CC1)(F)F 2-(2-((S)-2-((tert-butoxycarbonyl)amino)-2-(4,4-difluorocyclohexyl)acetylamino)thiazol-5-yl)-4,4,4-trifluorobutyric acid